2,6-dimethoxymethyl-3,5-dimethyl-4-pyrone COCC=1OC(=C(C(C1C)=O)C)COC